BrC1=C(C=C2C(=C(C(NC2=C1)=O)C1CCOCC1)C1=CC=C(C=C1)F)C 7-bromo-4-(4-fluorophenyl)-6-methyl-3-tetrahydropyran-4-yl-1H-quinolin-2-one